(1R,2S,3R,4R,Z)-7-(cyclopropylmethylene)-N-(4-fluoro-3-(trifluoromethyl)phenyl)-3-(2,2,2-trifluoroacetamido)bicyclo[2.2.1]heptane-2-carboxamide C1(CC1)\C=C/1\[C@H]2[C@@H]([C@@H]([C@@H]1CC2)NC(C(F)(F)F)=O)C(=O)NC2=CC(=C(C=C2)F)C(F)(F)F